O1C(CCCC1)N1N=CC2=C1N=CC(=C2C#N)B2OC(C(O2)(C)C)(C)C 1-(oxan-2-yl)-5-(4,4,5,5-tetramethyl-1,3,2-dioxaborolan-2-yl)pyrazolo[3,4-b]pyridine-4-carbonitrile